BrC=1C=C(C=C(C1)C(F)(F)F)[C@@H]1C([C@H]1C(=O)NC=1C=CC(=C(C(=O)NC=2C(=C(C(=CC2)F)N(C(OC(C)(C)C)=O)C(=O)OC(C)(C)C)F)C1)Cl)(Cl)Cl trans-tert-Butyl N-[3-[[5-[[3-[3-bromo-5-(trifluoromethyl)phenyl]-2,2-dichloro-cyclopropanecarbonyl]amino]-2-chloro-benzoyl]amino]-2,6-difluoro-phenyl]-N-tert-butoxycarbonyl-carbamate